C(OC(C(C)C)OOC(C)(C)C)([O-])=O t-butylperoxyisobutyl monocarbonate